C1=C(C=CC2=CC=CC=C12)C=1C=CC=2N(C3=CC=C(C=C3C2C1)C1=CC2=CC=CC=C2C=C1)C1=CC=C(C=C1)C=1SC2=C(N1)C=CC=C2 3,6-di-naphthalene-2-yl-9-(4-benzothiazole-2-yl-phenyl)-9H-carbazole